cyclopentyl-3-tert-butyl-1-{3-methyl-2-oxo-1-[(1R)-1-phenylethyl]-4H-quinazolin-6-yl}urea C1(CCCC1)N(C(=O)NC(C)(C)C)C=1C=C2CN(C(N(C2=CC1)[C@H](C)C1=CC=CC=C1)=O)C